CC1=C(OCCCC(=O)N2CCN(CC2)S(=O)(=O)C2=CC=C(C=C2)S(=O)(=O)C)C=C(C=C1)C 4-(2,5-Dimethylphenoxy)-1-(4-((4-(methylsulfonyl)phenyl)sulfonyl)piperazin-1-yl)butan-1-one